C(C)(C)(C)OC(N[C@@H]1C[C@@H](OC[C@@H]1O)C(=O)N1[C@H](C2=CC=CC=C2CC1)C1=CC=C(C=C1)F)=O ((2r,4r,5r)-2-((S)-1-(4-fluorophenyl)-1,2,3,4-tetrahydroisoquinoline-2-carbonyl)-5-hydroxytetrahydro-2H-pyran-4-yl)carbamic acid tert-butyl ester